6-bromo-5-methoxy-3-methylbenzo[d]thiazole BrC1=CC2=C(N(CS2)C)C=C1OC